[C@@H]1([C@H](O)[C@H](O)[C@H](O1)CO)N1C2=NC=NC(=C2N=C1)NC(=O)N[C@@H]([C@H](O)C)C(=O)O N-((9-beta-D-ribofuranosylpurine-6-yl)carbamoyl)threonine